N-(3-(hydroxymethyl)-5-(3-nitro-4-(1-oxo-1,2,3,4-tetrahydroisoquinolin-6-yl)-1H-pyrazol-1-yl)phenyl)acrylamide OCC=1C=C(C=C(C1)N1N=C(C(=C1)C=1C=C2CCNC(C2=CC1)=O)[N+](=O)[O-])NC(C=C)=O